(3-(4-((5-fluoropyridin-3-yl)methoxy)benzyl)isoxazol-5-yl)pyridin-2-amine FC=1C=C(C=NC1)COC1=CC=C(CC2=NOC(=C2)C=2C(=NC=CC2)N)C=C1